BrCCOCCOCCO 2-(2-(2-bromoethoxy)ethoxy)ethyl alcohol